C(CCCCCCC\C=C\C\C=C\CCCCC)(=O)O (9E,12E)-octadeca-9,12-dienoic acid